3-((4,4-bis(octyloxy)butanoyl)oxy)-2-(((4-nitrophenoxy)carbonyl)oxy)propyl (9Z,12Z)-octadeca-9,12-dienoate C(CCCCCCC\C=C/C\C=C/CCCCC)(=O)OCC(COC(CCC(OCCCCCCCC)OCCCCCCCC)=O)OC(=O)OC1=CC=C(C=C1)[N+](=O)[O-]